FC(CCC(=O)NC1=CC=C(C=C1)O)(C1=CC=C(C=C1)C1=C(C=CC=C1)F)F 4,4-difluoro-4-(2'-fluoro-[1,1'-biphenyl]-4-yl)-N-(4-hydroxyphenyl)butanamide